B(O)(O)O.[Zn].[Bi] bismuth zinc boric acid